4-{[(1R,3S)-3-(3-methyl-1,2,4-oxadiazol-5-yl)cyclopentyl]amino}-1-(pyridin-2-yl)cyclohexanecarbonitrile CC1=NOC(=N1)[C@@H]1C[C@@H](CC1)NC1CCC(CC1)(C#N)C1=NC=CC=C1